O=C([C@H](CCC1=CC=CC=C1)NC(CCC(=O)N)=O)N[C@@H]1CCCC2=CC=CC=C12 N1-((S)-1-oxo-4-phenyl-1-(((R)-1,2,3,4-tetrahydronaphthalen-1-yl)amino)butan-2-yl)succinamide